C(C)(C)(C)OC(=O)N[C@H](COC)C(=O)O N-(tert-butoxycarbonyl)-O-methyl-D-serine